N-(2-((4,4-difluoropiperidin-1-yl)methyl)-1-isopropyl-1H-benzo[d]imidazol-6-yl)-2-(4-(ethylsulfonyl)phenyl)acetamide FC1(CCN(CC1)CC1=NC2=C(N1C(C)C)C=C(C=C2)NC(CC2=CC=C(C=C2)S(=O)(=O)CC)=O)F